tert-butyl N-[2-[2-[2-[2-[2-[2-[2-[2-(3-hydroxypropoxy)ethoxy]ethoxy]ethoxy]ethoxy]ethoxy]ethoxy]ethoxy] ethyl]-N-methyl-carbamate OCCCOCCOCCOCCOCCOCCOCCOCCOCCN(C(OC(C)(C)C)=O)C